ClC1=CC=C(C=C1)CN1C(N2C(C3=NN=C(C=C31)N3CCOCC3)=NN=C2CC(C)(C)C)=O 6-[(4-Chlorophenyl)methyl]-3-(2,2-dimethylpropyl)-8-(morpholin-4-yl)[1,2,4]triazolo[4',3':1,6]pyrimido[5,4-c]pyridazin-5(6H)-one